1-[4-(triisopropoxysilyl)phenyl]-1-[4-(N,N-dimethylamino)phenyl]ethene C(C)(C)O[Si](C1=CC=C(C=C1)C(=C)C1=CC=C(C=C1)N(C)C)(OC(C)C)OC(C)C